C(C)(=O)OC(C(=O)O)C1=CC(=CC=C1)C(F)(F)F 2-acetoxy-2-(3-(trifluoromethyl)phenyl)acetic acid